2,6-DIFLUOROPYRIDINE-4-CARBOXALDEHYDE FC1=NC(=CC(=C1)C=O)F